C(F)F Methylene Fluoride